2-((1R,2R,4S)-2-amino-7-azabicyclo[2.2.1]heptan-7-yl)-5-(4-chloro-2-ethyl-2H-indazol-5-yl)-3-methyl-3,7-dihydro-4H-pyrrolo[2,3-d]pyrimidin-4-one N[C@H]1[C@H]2CC[C@@H](C1)N2C=2N(C(C1=C(N2)NC=C1C1=C(C2=CN(N=C2C=C1)CC)Cl)=O)C